C(C)(=O)O[C@@H]1[C@H](CCC1)OCC1=NC=C(C=N1)C1=CC2=C(N=C(S2)NC(=O)C2CC(C2)N2[C@H](CN(CC2)C(=O)OC(C)(C)C)C)C=C1 tert-butyl (S)-4-((3R)-3-((6-(2-((((1S,2S)-2-acetoxycyclopentyl) oxy) methyl) pyrimidin-5-yl) benzo[d]thiazol-2-yl) carbamoyl) cyclobutyl)-3-methylpiperazine-1-carboxylate